O1C(=CC=C1)CC=1N=C(C2=C(N1)NC=C2)N [(furan-2-yl)methyl]-7H-pyrrolo[2,3-d]pyrimidin-4-amine